2-[(2R,4S,5R)-1-(2,4-Dichlorophenyl)-5-hydroxy-2,6,6-trimethylheptan-4-yl]-2,4-dihydro-3H-1,2,4-triazol ClC1=C(C=CC(=C1)Cl)C[C@H](C[C@@H]([C@@H](C(C)(C)C)O)N1N=CNC1)C